C[C@H]1C(=CC2=CC=C(C=C2C1)OCCCC(C)C)CN1CC(C1)C(=O)O 1-[[(3R)-3-methyl-6-(4-methylpentoxy)-3,4-dihydronaphthalen-2-yl]methyl]azetidine-3-carboxylic acid